(1,5-dimethyl-4-{[(4-{[2-(trimethylsilyl) ethoxy] methoxy} phenyl) amino] carbonyl}-1H-pyrrol-2-yl)-4-nitrobenzoate CN1C(=CC(=C1C)C(=O)NC1=CC=C(C=C1)OCOCC[Si](C)(C)C)OC(C1=CC=C(C=C1)[N+](=O)[O-])=O